1-(4-(4-amino-7-(2-morpholinoethyl)-7H-pyrrolo[2,3-d]pyrimidin-5-yl)phenyl)-3-(3-chlorophenyl)urea NC=1C2=C(N=CN1)N(C=C2C2=CC=C(C=C2)NC(=O)NC2=CC(=CC=C2)Cl)CCN2CCOCC2